OC1CC(NC1)C(=O)NCC1=C(C=C(C=C1)C1=C(N=CS1)C)O 4-hydroxy-N-[[2-hydroxy-4-(4-methylthiazol-5-yl)phenyl]methyl]pyrrolidine-2-carboxamide